COC(C[C@H](C=O)NC(=O)OCC1=CC=CC=C1)=O (R)-3-(((benzyloxy)carbonyl)amino)-4-oxobutanoic acid methyl ester